3-methyl-5-(2,4,6-trichloropyrimidin-5-yl)-1,2,4-oxadiazole CC1=NOC(=N1)C=1C(=NC(=NC1Cl)Cl)Cl